(2S)-5-(2-chlorophenyl)-5-hydroxypyrrolidine-1,2-dicarboxylic acid 1-tert-butyl ester 2-methyl ester COC(=O)[C@H]1N(C(CC1)(O)C1=C(C=CC=C1)Cl)C(=O)OC(C)(C)C